Tert-butyl N-[4-[[4-[3-[1-(2,6-dioxo-3-piperidyl)-3-methyl-2-oxo-benzimidazol-5-yl]prop-2-ynyl]piperazin-1-yl]methyl]phenyl]carbamate O=C1NC(CCC1N1C(N(C2=C1C=CC(=C2)C#CCN2CCN(CC2)CC2=CC=C(C=C2)NC(OC(C)(C)C)=O)C)=O)=O